N-(3-cyano-4-fluorophenyl)-3-(6-(difluoromethoxy)pyridin-3-yl)-1-oxo-2-(2,2,2-trifluoroethyl)-1,2,3,4-tetrahydroisoquinoline-4-carboxamide C(#N)C=1C=C(C=CC1F)NC(=O)C1C(N(C(C2=CC=CC=C12)=O)CC(F)(F)F)C=1C=NC(=CC1)OC(F)F